OB1OCC2=C1C=CC(=C2)\C=N\N(C2=NC=NC1=C(C=CC=C21)OC)C N-[(E)-(1-Hydroxy-3H-2,1-benzoxaborol-5-yl)methylenamino]-8-methoxy-N-methyl-quinazolin-4-amin